C1(CCCC1)NC=1SC(=C(N1)C)C1=NC(=NC=C1)NC1=NC=C(C=C1)N1CCCCC1 N-cyclopentyl-4-methyl-5-(2-((5-(piperidin-1-yl)pyridin-2-yl)amino)pyrimidin-4-yl)thiazol-2-amine